2-ethylhexyl 3-((7-(3,3-difluoro-4-methoxypiperidin-1-yl)-5-isopropyl-5H-pyrrolo[3,2-d]pyrimidin-2-yl)thio)propionate FC1(CN(CCC1OC)C1=CN(C2=C1N=C(N=C2)SCCC(=O)OCC(CCCC)CC)C(C)C)F